ClC1=CN(C=2N=NC(=CC21)C(=O)NC2CC=1C(=CC(=NC1CC2)N2CC(C(C2)NC)COC)F)CC 5-chloro-7-ethyl-N-{4-fluoro-2-[3-(methoxymethyl)-4-(methylamino)pyrrolidin-1-yl]-5,6,7,8-tetrahydroquinolin-6-yl}-7H-pyrrolo[2,3-c]pyridazine-3-carboxamide